CC1=C(C=CC(=C1)C)C1=NC=NC=N1 6-(2,4-dimethylphenyl)-s-triazine